N[C@H](C(=O)N[C@H](C(=O)NC=1C=C(C=CC1O)C[C@@H](C[C@@H](C(=O)O)C)NC(=O)OC(C)(C)C)CCCNC(=O)N)C(C)C (2S,4R)-5-(3-((S)-2-((S)-2-amino-3-methylbutanamido)-5-ureidopentanamido)-4-hydroxyphenyl)-4-((tert-butoxycarbonyl)amino)-2-methylpentanoic acid